1-phenyl-3-(4-methylphenylsulfonyl)urea C1(=CC=CC=C1)NC(=O)NS(=O)(=O)C1=CC=C(C=C1)C